FC1=CC(=C(C=C1C(NC1=NC=C(N=C1)N1[C@@H](CCC1)C(F)(F)F)=O)NC(=O)C1=CN=C(S1)C)C N-[4-fluoro-2-methyl-5-[[5-[(2S)-2-(trifluoromethyl)pyrrolidin-1-yl]pyrazin-2-yl]carbamoyl]phenyl]-2-methyl-1,3-thiazole-5-carboxamide